C(C1=CC=CC=C1)N1C2=CC=CC=C2C=2C=C(N=C(C12)C(C)C)\C=N\NC=1C(N=C2C=CC=CC12)=O 3-(((E)-(9-benzyl-1-isopropyl-beta-carbolin-3-yl)methylene)hydrazino)indol-2-one